SCC(=O)[O-] mercaptoacetate